COC1=C(C=C(C=C1F)F)B(C1=C(C(=CC(=C1)F)F)OC)C1=C(C(=CC(=C1)F)F)OC tris(2-methoxy-3,5-difluorophenyl)boron